(R)-(6-cyclobutoxy-2-methylpyridin-3-yl)-4-oxo-4,5-dihydro-3H-1-thia-3,5,8-triazaacenaphthylene-2-carboxamide C1(CCC1)OC1=CC=C(C(=N1)C)N1C2=C(SC=3N=CC=C(NC1=O)C32)C(=O)N